6-(2-(methylthio)pyrimidin-4-yl)isoindolin-1-one CSC1=NC=CC(=N1)C1=CC=C2CNC(C2=C1)=O